FC1=C(C=CC(=C1)OC)\C=C\[N+](=O)[O-] (E)-2-fluoro-4-methoxy-1-(2-nitrovinyl)benzene